3-(methyl(4-(5-(trifluoromethyl)-1,2,4-oxadiazol-3-yl)benzyl)amino)-4-morpholinocyclobut-3-ene-1,2-dione CN(C=1C(C(C1N1CCOCC1)=O)=O)CC1=CC=C(C=C1)C1=NOC(=N1)C(F)(F)F